CN(C1=CC=C(C(=O)C2=CC=C(C=C2)N(C)C)C=C1)C 4,4'-di(dimethylamino)benzophenone